NC1=C(C=C(N=N1)C1=C(C=CC=C1)O)N1CC2CCC(C1)N2C2=CC(=NC=C2)C#CCN2CC(C2)C2COCC2 2-[6-amino-5-[8-[2-[3-(3-tetrahydrofuran-3-ylazetidin-1-yl)prop-1-ynyl]-4-pyridyl]-3,8-diazabicyclo[3.2.1]octan-3-yl]pyridazin-3-yl]phenol